7-(benzylamino)-N-cyclopropyl-2-phenyl-1H-indole-5-carboxamide C(C1=CC=CC=C1)NC=1C=C(C=C2C=C(NC12)C1=CC=CC=C1)C(=O)NC1CC1